2,5-dibromo-3-dodecyl-thiophene BrC=1SC(=CC1CCCCCCCCCCCC)Br